FC1=CC2=C(OCC(N2)=C=O)C(=C1C1=NC2=C(N1C[C@H]1CN(CCO1)C(=O)OC(C)(C)C)C=CC(=C2)C)F tert-butyl (S)-2-((2-(6,8-difluoro-3-carbonyl-3,4-dihydro-2H-benzo[b][1,4]oxazine-7-yl)-5-methyl-1H-benzo[d]imidazol-1-yl)methyl)morpholine-4-carboxylate